N=1N(N=C2C1C=CC=C2)C2=CC=C(C=C2)N(C2=CC=C(C=C2)C2=CC=C(C=C2)C2=CC=C(C=C2)N(C2=CC=CC=C2)C2=CC=C(C=C2)N2N=C1C(=N2)C=CC=C1)C1=CC=CC=C1 N,N'-Bis{4-(2H-benzo[1,2,3]triazole-2-yl)phenyl}-N,N'-diphenyl-4,4''-diamino-1,1':4',1''-terphenyl